NC1=NC=NN2C1=CC=C2C2(O[C@@H]([C@H]([C@H]2O[Si](C)(C)C(C)(C)C)O[Si](C)(C)C(C)(C)C)CO[Si](C)(C)C(C)(C)C)O (3R,4R,5R)-2-(4-aminopyrrolo[2,1-f][1,2,4]triazin-7-yl)-3,4-bis((tert-butyldimethylsilyl)oxy)-5-(((tert-butyldimethylsilyl)oxy)methyl)tetrahydrofuran-2-ol